C1CCC2=NC3=CC=CC=C3C(=C2C1)N The molecule is a member of the class of acridines that is 1,2,3,4-tetrahydroacridine substituted by an amino group at position 9. It is used in the treatment of Alzheimer's disease. It has a role as an EC 3.1.1.7 (acetylcholinesterase) inhibitor. It is a member of acridines and an aromatic amine.